O=S1(CCC(CC1)CC(=O)N1CCN(CC1)C1=C(C=CC=C1)/C=C/C(=O)NO)=O (E)-3-(2-(4-(2-(1,1-dioxidotetrahydro-2H-thiopyran-4-yl)acetyl)piperazin-1-yl)phenyl)-N-hydroxyacrylamide